1,1,1,3,3,3-hexafluoropropanol C(C(F)(F)F)(C(F)(F)F)O